1-(2-(4-(2-methoxyethoxy)phenyl)-2H-pyrazolo[4,3-c]pyridin-6-yl)-N,N-dimethylazetidine-3-sulfonamide COCCOC1=CC=C(C=C1)N1N=C2C(C=NC(=C2)N2CC(C2)S(=O)(=O)N(C)C)=C1